ClC1=CC=C(CON=C2CCCC=3N=C(SC32)N3CCN(CC3)C(CN3N=C(C=C3C)C(F)(F)F)=O)C=C1 2-{4-[2-(5-methyl-3-trifluoromethyl-pyrazol-1-yl)-acetyl]-piperazin-1-yl}-5,6-dihydro-4H-benzothiazol-7-one-O-(4-chloro-benzyl) oxime